C1(CC1)C1=CC=C(C=2CCN(CCC21)CC2=CC=C(C(=O)NO)C=C2)OC 4-((6-cyclopropyl-9-methoxy-1,2,4,5-tetrahydro-3H-benzo[d]azepin-3-yl)methyl)-N-hydroxybenzamide